Ethyl 4-ethyl-6-methylpyrazolo[1,5-a]pyrazine-2-carboxylate C(C)C=1C=2N(C=C(N1)C)N=C(C2)C(=O)OCC